N-((1,2,3,5,6,7-Hexahydro-s-indacen-4-yl)carbamoyl)-1-(1-oxidothietan-3-yl)azetidine-3-sulfonamide, Potassium Salt [K].C1CCC2=C(C=3CCCC3C=C12)NC(=O)NS(=O)(=O)C1CN(C1)C1CS(C1)=O